CC=1C(=CC(=NC1)C1=NC(=NC=C1)C(C)(C)O)B1OC(C(O1)(C)C)(C)C 2-{4-[5-methyl-4-(4,4,5,5-tetramethyl-1,3,2-dioxaborolan-2-yl)pyridin-2-yl]pyrimidin-2-yl}propan-2-ol